CC=1C=C(C=C2C(NC(=NC12)C=1C=C2C(=CN1)SC=C2)=O)OC[C@H]2COCC2 r-8-methyl-6-(tetrahydro-furan-3-ylmethoxy)-2-thieno[2,3-c]pyridin-5-yl-3H-quinazolin-4-one